5-(Hydroxymethyl)-1-methylimidazole-4-carbonitrile OCC1=C(N=CN1C)C#N